P(OCCCCCCCCCC)(OCCCCCCCCCC)OC1=CC=CC=C1 di(decyl) monophenyl phosphite